[OH-].[Zn+2].C(CN)N.C(CN)N.C(CN)N.[OH-] tri(ethylenediamine) zinc hydroxide